5-(6-methoxypyrimidin-4-yl)-2-{6-[(3R)-3-[(1-methylcyclobutyl)amino]pyrrolidin-1-yl]pyridazin-3-yl}phenol COC1=CC(=NC=N1)C=1C=CC(=C(C1)O)C=1N=NC(=CC1)N1C[C@@H](CC1)NC1(CCC1)C